(2R,3S,4R,5R)-2-(2-(2-Amino-3-bromochinolin-7-yl)ethyl)-5-(4-amino-7H-pyrrolo[2,3-d]pyrimidin-7-yl)-2-methyltetrahydrothiophen-3,4-diol NC1=NC2=CC(=CC=C2C=C1Br)CC[C@]1(S[C@H]([C@@H]([C@@H]1O)O)N1C=CC2=C1N=CN=C2N)C